L-Xylitol 5-Phosphate P(=O)(O)(O)OC[C@@H]([C@H]([C@@H](CO)O)O)O